(3S,4S)-4-(2-(4,7-difluoro-3,3-dimethyl-2-oxo-5-(trifluoromethyl)indolin-1-yl)acetamido)-3-methylpentanoic acid FC1=C2C(C(N(C2=C(C=C1C(F)(F)F)F)CC(=O)N[C@H]([C@H](CC(=O)O)C)C)=O)(C)C